4,5-Dihydroxybenzol OC1=CC=CC=C1O